C(C)N(C1=CC(=C(C=C1)C1(OC(C=2C1=NC=CC2)=O)C2=C(N(C1=CC=CC=C21)CC)C)OCC)CC 7-[4-(diethylamino)-2-ethoxyphenyl]-7-(1-ethyl-2-methylindol-3-yl)furo[3,4-b]pyridin-5-one